5-hydroxy-2-(5-(2-hydroxyethyl)-1-methyl-1H-1,2,3-triazol-4-yl)-N-(isoxazol-4-yl)-1-methyl-6-oxo-1,6-dihydropyrimidine-4-carboxamide OC1=C(N=C(N(C1=O)C)C=1N=NN(C1CCO)C)C(=O)NC=1C=NOC1